2-trimethylsilylethyl N-[2-[2-[2-[4-[(2-chloro-9-methyl-purin-6-yl)amino]-3-methoxy-pyrazol-1-yl]ethoxy]ethoxy]ethyl]carbamate ClC1=NC(=C2N=CN(C2=N1)C)NC=1C(=NN(C1)CCOCCOCCNC(OCC[Si](C)(C)C)=O)OC